C(=C)C1=CC=C(C=C1)C(=O)O 1-vinyl-4-carboxybenzene